1,1-dimethylethyl 2,5-diazabicyclo[2.2.1]heptane-2-carboxylate C12N(CC(NC1)C2)C(=O)OC(C)(C)C